(1S,3S)-1-chloro-3-phenyl-indan Cl[C@H]1C[C@H](C2=CC=CC=C12)C1=CC=CC=C1